C1(=CC=CC=C1)N1C(C(=CC1=O)C1N(CCC1)C1=CC=CC=C1)=O 1-Phenyl-3-(1-phenylpyrrolidin-2-yl)-1H-pyrrole-2,5-dione